N-(2,4-difluorophenyl)-2-(3-methyl-[1,2,4]triazolo[4,3-a]pyridin-6-yl)-6-morpholinoimidazo[1,2-a]pyrazin-3-amine FC1=C(C=CC(=C1)F)NC1=C(N=C2N1C=C(N=C2)N2CCOCC2)C=2C=CC=1N(C2)C(=NN1)C